3-((5-((4-(3-((2-((1S)-1-((tetrahydro-2H-pyran-2-yl)oxy)ethyl)-1H-imidazol-1-yl)methyl)isoxazol-5-yl)phenyl)ethynyl)pyridin-2-yl)methyl)-3-azabicyclo[3.1.0]hexane-6-carboxamide O1C(CCCC1)O[C@@H](C)C=1N(C=CN1)CC1=NOC(=C1)C1=CC=C(C=C1)C#CC=1C=CC(=NC1)CN1CC2C(C2C1)C(=O)N